4-((4-(2-(Dimethylamino)ethoxy)-N-(2'-methoxy-[3,4'-bipyridin]-5-yl)cyclohexanecarboxamido)methyl)-3-methyl-N-(1-methyl-1H-indazol-7-yl)piperidine-1-carboxamide CN(CCOC1CCC(CC1)C(=O)N(C=1C=C(C=NC1)C1=CC(=NC=C1)OC)CC1C(CN(CC1)C(=O)NC=1C=CC=C2C=NN(C12)C)C)C